(1S,2S)-2-fluoro-N-(3-(6-methoxybenzo[d]oxazol-5-yl)-1H-pyrrolo[2,3-b]pyridin-6-yl)cyclopropane-1-carboxamide F[C@@H]1[C@@H](C1)C(=O)NC1=CC=C2C(=N1)NC=C2C=2C(=CC1=C(N=CO1)C2)OC